4-(4-fluorophenyl)-N-((tetrahydro-2H-pyran-4-yl)methyl)-3,4-dihydroquinoxaline-1(2H)-carboxamide FC1=CC=C(C=C1)N1CCN(C2=CC=CC=C12)C(=O)NCC1CCOCC1